FC1=CC=C(C=C1)C1=C(N=C(C2=CC3=C(C=C12)C=NN3)OC3CC(C3)C(=O)O)C3(CC3)O 3-[[5-(4-fluorophenyl)-6-(1-hydroxycyclopropyl)-1H-pyrazolo[4,3-g]isoquinolin-8-yl]oxy]cyclobutanecarboxylic acid